6-fluoro-1,2,3,4-tetrahydroisoquinoline-4,4-d2 FC=1C=C2C(CNCC2=CC1)([2H])[2H]